6-[1-[(3S)-1-(2-hydroxyethyl)-3-piperidyl]pyrazol-4-yl]-4-isopropylsulfanyl-pyrazolo[1,5-a]pyridine-3-carbonitrile OCCN1C[C@H](CCC1)N1N=CC(=C1)C=1C=C(C=2N(C1)N=CC2C#N)SC(C)C